O[C@@]12[C@@](OC=3C=NC=C(C31)OC)([C@@H]([C@H](C2=O)C(=O)OC)C2=CC=CC=C2)C2=CC=C(C=C2)C(F)(F)F |r| rac-methyl (4bR,6R,7S,7aR)-4b-hydroxy-4-methoxy-5-oxo-7-phenyl-7a-(4-(trifluoromethyl)phenyl)-4b,6,7,7a-tetrahydro-5H-cyclopenta(4,5)furo[2,3-c]pyridine-6-carboxylate